4-Hydroxybenzyl malonate C(CC(=O)[O-])(=O)OCC1=CC=C(C=C1)O